ClC=1C=C2C(=NC1OC)C(=C(N2C)C=2NC(=NN2)[C@H](C#N)C)N2C=NC=C2 (S)-2-(5-(6-chloro-3-(1H-imidazol-1-yl)-5-methoxy-1-methyl-1H-pyrrolo[3,2-b]pyridin-2-yl)-4H-1,2,4-triazol-3-yl)propanenitrile